CC1=NC(=CC(=C1)C1=CC2=NC=3CC(CCC3C=C2N1)NC([O-])=O)C (2-(2,6-dimethylpyridin-4-yl)-5,6,7,8-tetrahydro-1H-pyrrolo[3,2-b]quinolin-6-yl)carbamate